F[Sb-](F)(F)(F)(F)F.C(CCCCCCCCCCC)OC1=CC=C(C=C1)[S+](C1=CC=CC=C1)C1=CC=CC=C1 4-dodecyloxyphenyldiphenylsulfonium hexafluoroantimonate